N-(3-(2-((1,5-dimethyl-1H-pyrazol-3-yl)amino)-5-methylpyrimidin-4-yl)-1H-indol-7-yl)-2-(3-((6-((2-hydroxyethyl)amino)pyrazin-2-yl)oxy)pyrrolidin-1-yl)acetamide CN1N=C(C=C1C)NC1=NC=C(C(=N1)C1=CNC2=C(C=CC=C12)NC(CN1CC(CC1)OC1=NC(=CN=C1)NCCO)=O)C